N-((2,6-dimethylpyridin-4-yl)carbamoyl)-5-(2-hydroxypropan-2-yl)thiophene-2-sulfonimidamide CC1=NC(=CC(=C1)NC(=O)NS(=O)(=N)C=1SC(=CC1)C(C)(C)O)C